1-(4-Fluoro-2-methylphenyl)-3-(2-hydroxy-6-oxo-1,6-dihydropyridin-3-yl)-7-(trifluoromethyl)-2,3-dihydroquinazolin-4(1H)-one FC1=CC(=C(C=C1)N1CN(C(C2=CC=C(C=C12)C(F)(F)F)=O)C1=C(NC(C=C1)=O)O)C